5-bromo-3-(ethylsulfonyl)-2-hydrazinopyridine BrC=1C=C(C(=NC1)NN)S(=O)(=O)CC